2,3-dihydro-1H-pyrrolo[1,2-a]indol-7-ol C1CCN2C1=CC=1C=C(C=CC21)O